oxazine compound with 1-amino-4-methylpiperazine NN1CCN(CC1)C.O1NC=CC=C1